C(CCCC(=O)O)(=O)O.S(=O)(=O)(O)C1C(=O)NC(C1)=O Sulfosuccinimide Glutarate